CN1CCN(CCC1)C(=O)N(CCCCCCCCC(=O)O)CCCCCCCCC(=O)O 9,9'-[(4-methyl-1,4-diazepane-1-carbonyl)azanediyl]di(nonanoic acid)